FC1=C2CN(CC2=CC=C1F)C(=O)C=1C=C2CN(C(C2=CC1)=O)C1C(NC(CC1)=O)=O 3-(5-(4,5-difluoroisoindoline-2-carbonyl)-1-oxoisoindolin-2-yl)piperidine-2,6-dione